4-chloro-2-(quinolin-2-yl)phenol ClC1=CC(=C(C=C1)O)C1=NC2=CC=CC=C2C=C1